(S)-2-(2-(1-fluoroethyl)imidazo[2,1-B][1,3,4]thiadiazol-6-yl)-6-methoxybenzofuran-4-ol F[C@@H](C)C1=NN2C(S1)=NC(=C2)C=2OC=1C(C2)=C(C=C(C1)OC)O